ethyl 2,4-diaminobenzoate (2,4-diaminophenyl ethyl formate) NC1=C(C=CC(=C1)N)CCC(=O)O.NC1=C(C(=O)OCC)C=CC(=C1)N